tert-butyl (R)-(1'-(5-((5-chloro-4-oxo-3,4-dihydroquinazolin-6-yl)thio)pyrazine-2-yl)-4,6-dihydrospiro[cyclopenta[d]thiazole-5,4'-piperidin]-6-yl)carbamate ClC1=C2C(NC=NC2=CC=C1SC=1N=CC(=NC1)N1CCC2(CC1)[C@H](C1=C(N=CS1)C2)NC(OC(C)(C)C)=O)=O